C(OC[C@H]1O[C@@]([C@@H]([C@@H]1O)O)(C#N)C1=CC=C2C(=NC=NN21)N)(OCCN2CCOCC2)=O ((2R,3S,4R,5R)-5-(4-aminopyrrolo[2,1-f][1,2,4]triazin-7-yl)-5-cyano-3,4-dihydroxytetrahydrofuran-2-yl)methyl (2-morpholinoethyl) carbonate